FC(CC(C(=O)N1C(CCCC1)C=1NC=C(N1)C1=CC=CC=C1)C)(F)F 4,4,4-trifluoro-2-methyl-1-(2-(4-phenyl-1H-imidazol-2-yl)piperidin-1-yl)butan-1-one